1H-Indol-4-ol N1C=CC=2C(=CC=CC12)O